(5aR,5bS,7aS,8S,10aS,10bR)-5a,7a-dimethyl-2-(phenethylamino)-5,5a,5b,6,7,7a,8,9,10,10a,10b,11-dodecahydro-4H-cyclopenta[7,8]phenanthro[2,1-d]thiazol-8-yl propionate C(CC)(=O)O[C@H]1CC[C@@H]2[C@@]1(CC[C@@H]1[C@]3(CCC=4N=C(SC4C3=CC[C@@H]21)NCCC2=CC=CC=C2)C)C